1,3-Dibutylimidazolium C(CCC)N1C=[N+](C=C1)CCCC